C(CCN)C[C@@H](C(=O)O)N L-(+)-lysine